C(C)N(CCCOC(=O)OC(CCOC(CCCCCCC(OCC(CCC)CCC)OCC(CCC)CCC)=O)CCCCCCCCCCCC)C 3-(((3-(ethyl(methyl)amino)propoxy)carbonyl)oxy)pentadecyl-8,8-bis((2-propylpentyl)oxy)octanoate